CC(=CCC1=C2C(=CC=C1)C(=CN2)C[C@@H](C(=O)[O-])[NH3+])C The molecule is an amino acid zwitterion obtained by transfer of a proton from the carboxy group to the primary amino group of 7-(3-methylbut-2-enyl)-L-tryptophan. Major species at pH 7.3. It is a tautomer of a 7-(3-methylbut-2-enyl)-L-tryptophan.